CN1C(C(=C(C=C1)[O-])NC(N[C@@H](CC(=O)[O-])C1=CC(=CC=C1)OC1=CC=C(C=C1)C)=O)=O.[Na+].[Na+] sodium (S)-3-(3-(1-methyl-4-oxido-2-oxo-1,2-dihydropyridin-3-yl)ureido)-3-(3-(p-tolyloxy) phenyl)propanoate